3-Cyanocyclobutyl(8-amino-7-fluoro-6-(4-methyl-5,6,7,8-tetrahydro-1,5-naphthyridin-3-yl)isoquinolin-3-yl)carbamate C(#N)C1CC(C1)N(C([O-])=O)C=1N=CC2=C(C(=C(C=C2C1)C=1C=NC=2CCCNC2C1C)F)N